C(C)O[C@H]1C[C@]2(CC[C@@H](C1)N2CC2=C1C=CNC1=C(C=C2OC)C)C2=CC=C(C(=O)O)C=C2 4-((1R,3R,5S)-3-ethoxy-8-((5-methoxy-7-methyl-1H-indol-4-yl)methyl)-8-azabicyclo[3.2.1]Octan-1-yl)benzoic acid